NC1=C(C=CC=C1F)C=1C=CC=2N(C1)C=C(N2)NC(=O)[C@H]2[C@H](C2)F (1S,2S)-N-(6-(2-amino-3-fluorophenyl)imidazo[1,2-a]pyridin-2-yl)-2-fluorocyclopropanecarboxamide